(2R,3S,4R,5R)-5-{4-aminopyrrolo[2,1-f][1,2,4]triazin-7-yl}-5-cyano-4-hydroxy-2-{[(2-methylpropanoyl)oxy]methyl}oxolan-3-yl (2S)-2-amino-3-methylbutanoate N[C@H](C(=O)O[C@@H]1[C@H](O[C@@]([C@@H]1O)(C#N)C1=CC=C2C(=NC=NN21)N)COC(C(C)C)=O)C(C)C